BrC1=CC2=C(N(C(C(N2C)=O)=O)C2CCN(CC2)CC2=CC=C(C=C2)OC(F)(F)F)N=C1 7-bromo-1-methyl-4-(1-(4-(trifluoromethoxy)benzyl)piperidin-4-yl)-1,4-dihydropyrido[2,3-b]pyrazine-2,3-dione